ClC1=CC=C2C(=N1)C=NN2C2COCC2 5-chloro-1-(oxolan-3-yl)pyrazolo[4,3-b]pyridine